ClC1=CC=C(C=C1)C1=NC(=NC(=C1)N1CCN(CC1)S(=O)(=O)CCF)C=1C=NC=CC1 (4-chlorophenyl)-6-(4-((2-fluoroethyl)sulfonyl)piperazin-1-yl)-2-(pyridin-3-yl)pyrimidine